C1(CC1)OC1=NN(C=C1[N+](=O)[O-])[C@@H](C#N)C (R)-2-(3-cyclopropoxy-4-nitro-1H-pyrazol-1-yl)propanenitrile